Methyl 2-isopropyl-6-oxo-1,6-dihydropyrimidine-5-carboxylate C(C)(C)C=1NC(C(=CN1)C(=O)OC)=O